(3-(2-((trans-2-((dimethylamino)methyl)cyclopentyl)amino)-5-(trifluoromethyl)pyrimidin-4-yl)-1H-Indol-7-yl)dimethylphosphine oxide CN(C)C[C@H]1[C@@H](CCC1)NC1=NC=C(C(=N1)C1=CNC2=C(C=CC=C12)P(C)(C)=O)C(F)(F)F